S1C(=CC=2NC=CC21)C(=O)O 4H-thieno[3,2-b]pyrrole-2-carboxylic acid